FC(C(=O)O)(F)F.FC(C(=O)O)(F)F.FC1=C2C(=NNC2=CC(=C1)N1CCNCC1)NC1=NN2C(C(=NC(=C2)C)C)=C1 N-(4-fluoro-6-(piperazin-1-yl)-1H-indazol-3-yl)-4,6-dimethylpyrazolo[1,5-a]pyrazin-2-amine bis(2,2,2-trifluoroacetate)